C(C)(C)(C)C1=CNC2=CC=C(C=C12)Br 3-tertiary butyl-5-bromoindole